C[NH+]1C(N(CC1)C)CCCCCCC 1,3-dimethyl-2-heptylimidazolinium